C(C)(C)OC1=CC=C(C[C@@H]2N(C(OC2)=O)C2=CC3=C(NC=N3)C=C2)C=C1 (S)-4-(4-isopropoxybenzyl)-3-(1H-benzo[d]imidazol-5-yl)oxazolidin-2-one